Methyl 5-methyl-6-(1-methylbenzimidazol-4-yl)-3-(4-morpholin-2-ylanilino)pyrazine-2-carboxylate CC=1N=C(C(=NC1C1=CC=CC=2N(C=NC21)C)C(=O)OC)NC2=CC=C(C=C2)C2CNCCO2